tert-butyl 6-[[7-(p-toluenesulfonyl)-5-(trifluoromethyl) pyrrolo[2,3-d]pyrimidin-2-yl] methyl]-2-azaspiro[3.3]heptane-2-carboxylate CC1=CC=C(C=C1)S(=O)(=O)N1C=C(C2=C1N=C(N=C2)CC2CC1(CN(C1)C(=O)OC(C)(C)C)C2)C(F)(F)F